NC=1C2=C(N=C(N1)C)N(C=C2C(=O)N)[C@@H]2O[C@@]([C@H]([C@H]2O)O)(CO)N=[N+]=[N-] 4-amino-7-((2R,3R,4S,5R)-5-azido-3,4-dihydroxy-5-(hydroxymethyl)tetrahydrofuran-2-yl)-2-methyl-7H-pyrrolo[2,3-d]pyrimidine-5-carboxamide